OCC1CC(C(C(O1)C(=O)N)OC)N1N=NC(=C1)C1=CC(=C(C(=C1)F)F)F 6-(hydroxymethyl)-3-methoxy-4-(4-(3,4,5-trifluorophenyl)-1H-1,2,3-triazol-1-yl)tetrahydro-2H-pyran-2-carboxamide